ClC=1C=C(C=C(C1)Cl)C1=NC(=CC(=C1)CN1CCC(CC1)CC(=O)O)OC1=NC=C(N=C1)N1CC2N(C(C1)C2)C 2-(1-((2-(3,5-dichlorophenyl)-6-((5-(6-methyl-3,6-diazabicyclo[3.1.1]heptan-3-yl)pyrazin-2-yl)oxy)pyridin-4-yl)methyl)piperidin-4-yl)acetic acid